ClC1=CC=C(C=C1)S(=O)(=O)NC=1C(=NN(C1C(=O)O)C)C1=CCC(CC1)OC 4-((4-chlorophenyl)sulfonamido)-3-(4-methoxycyclohex-1-en-1-yl)-1-methyl-1H-pyrazole-5-carboxylic acid